(7-bromo-4-(methoxymethoxy)benzofuran-5-yl)methanol BrC1=CC(=C(C=2C=COC21)OCOC)CO